N-phenyl-3-methylbenzamide C1(=CC=CC=C1)NC(C1=CC(=CC=C1)C)=O